(3S,4R)-N-(naphthalen-1-yl)-4-phenylpyrrolidine-3-carboxamide hydrochloride Cl.C1(=CC=CC2=CC=CC=C12)NC(=O)[C@@H]1CNC[C@H]1C1=CC=CC=C1